bis(2-chlorophenyl)-methane ClC1=C(C=CC=C1)CC1=C(C=CC=C1)Cl